CC(CC)N methylpropan-1-amine